1-(4-cyclohexylphenyl)ethyl-N-[(3-hydroxy-4-methoxy-2-pyridyl)carbonyl]-L-alanine C1(CCCCC1)C1=CC=C(C=C1)C(C)N([C@@H](C)C(=O)O)C(=O)C1=NC=CC(=C1O)OC